3-(1,4-diazabicyclo[3.2.2]nonan-4-yl)-6-hydroxyl-dibenzo[b,d]thiophene 5,5-dioxide N12CCN(C(CC1)CC2)C=2C=CC1=C(S(C3=C1C=CC=C3O)(=O)=O)C2